ClC=1C=C(C=O)C(=CN1)C#CC1=CC(=CC(=C1)OC)OC 2-chloro-5-((3,5-dimethoxyphenyl)ethynyl)isonicotinaldehyde